N,N'-bis(2,6-diisopropylphenyl)ethanediimine C(C)(C)C1=C(C(=CC=C1)C(C)C)N=CC=NC1=C(C=CC=C1C(C)C)C(C)C